7-bromo-3,3-dibutyl-5-(4-fluorophenyl)-8-hydroxy-2,3,4,5-tetrahydro-1,5-benzothiazepine 1,1-dioxide BrC=1C(=CC2=C(N(CC(CS2(=O)=O)(CCCC)CCCC)C2=CC=C(C=C2)F)C1)O